1,2-diethylcyclopentane C(C)C1C(CCC1)CC